{6-[(3-methylphenyl)thio]-1,2,3,4-tetrahydronaphthalen-1-yl}methylamine CC=1C=C(C=CC1)SC=1C=C2CCCC(C2=CC1)CN